CC=1N=C2N(N=C(C(=C2)C)N2CC=3C=C(C=NC3CC2)C2=C(C=CC=C2)C)C(C1)=O 2,8-dimethyl-7-(3-(o-tolyl)-7,8-dihydro-1,6-naphthyridin-6(5H)-yl)-4H-pyrimido[1,2-b]pyridazin-4-one